tin (II) dioctanoate C(CCCCCCC)(=O)[O-].C(CCCCCCC)(=O)[O-].[Sn+2]